(Z)-6-(4-((5-cyclopropyl-3-(2,6-difluorophenyl)isoxazol-4-yl)methoxy)-3,3-difluoropiperidin-1-yl)-N'-hydroxynicotinimidamide C1(CC1)C1=C(C(=NO1)C1=C(C=CC=C1F)F)COC1C(CN(CC1)C1=NC=C(/C(/N)=N/O)C=C1)(F)F